COC(=O)C=1N=NC(=CC1C)Cl 6-chloro-4-methylpyridazine-3-carboxylic acid methyl ester